C(C)(C)(C)OC(=O)N1[C@H]([C@]2(CCCS(N2)(=O)=O)CCC1)COC1CC=C(CC1)C1=C(C=CC=C1)OCC1=CC=CC=C1 |o1:8,9| tert-butyl-rel-(6R,7R)-7-[({4-[2-(benzyloxy)phenyl]cyclohex-3-en-1-yl}oxy)methyl]-2,2-dioxo-2λ6-thia-1,8-diazaspiro[5.5]undecane-8-carboxylate